2-(2,6-dichlorophenyl)-5-[4-(1,1-dioxo-1,4-thiazinane-4-carbonyl)-anilino]oxazole-4-carboxamide ClC1=C(C(=CC=C1)Cl)C=1OC(=C(N1)C(=O)N)NC1=CC=C(C=C1)C(=O)N1CCS(CC1)(=O)=O